C(CCCCCCCCCCCCCCCCC)(=O)NC1=CC=C(C=C1)CC1=CC=C(C=C1)NC(CCCCCCCCCCCCCCCCC)=O bis(4'-stearamidophenyl)methane